B1(OC(C(O1)(C)C)(C)C)C2=CC(=C(C=C2)N)C(=O)N(C)C 2-amino-N,N-dimethyl-5-(4,4,5,5-tetramethyl-1,3,2-dioxaborolan-2-yl)benzamide